methyl 6-chloro-1-(3-oxocyclobutyl)-1H-pyrrolo[2,3-b]pyridine-4-carboxylate ClC=1C=C(C2=C(N1)N(C=C2)C2CC(C2)=O)C(=O)OC